(2-((tert-butoxycarbonyl)amino)phenyl)acetic acid C(C)(C)(C)OC(=O)NC1=C(C=CC=C1)CC(=O)O